C(#N)C=1C=NN2C1C(=CC(=C2)C=2C=NN(C2C)C2CCN(CC2)C#N)O[C@H](C)C=2N(N=CC2)C 4-(4-[3-Cyano-4-[(1R)-1-(2-methylpyrazol-3-yl)ethoxy]pyrazolo[1,5-a]pyridin-6-yl]-5-methylpyrazol-1-yl)piperidine-1-carbonitrile